tributylphenyl-tin C(CCC)[Sn](C1=CC=CC=C1)(CCCC)CCCC